NC1=C(N=CC(=N1)N1CCC2([C@@H](C=3N(N=CC3)C2)N)CC1)SC1=C(C(=NC=C1)N1N=CC=C1)Cl (S)-1-(6-amino-5-((3-chloro-2-(1H-pyrazol-1-yl)pyridin-4-yl)thio)pyrazin-2-yl)-4'H,6'H-spiro[piperidine-4,5'-pyrrolo[1,2-b]pyrazol]-4'-amine